N-(3-(4-benzylpiperidin-1-yl)propyl)-4'-chloro-[1,1'-biphenyl]-4-sulfonamide C(C1=CC=CC=C1)C1CCN(CC1)CCCNS(=O)(=O)C1=CC=C(C=C1)C1=CC=C(C=C1)Cl